8-[(2S,5R)-4-[(4-fluorophenyl)(4-methoxyphenyl)methyl]-2,5-dimethylpiperazin-1-yl]-5-methyl-6-oxo-5,6-dihydro-1,5-naphthyridine-2,7-dicarbonitrile FC1=CC=C(C=C1)C(N1C[C@@H](N(C[C@H]1C)C1=C(C(N(C=2C=CC(=NC12)C#N)C)=O)C#N)C)C1=CC=C(C=C1)OC